(S)-1-(4-(2-aminoethoxy)-2,6-difluorobenzyl)-3,4-dimethyl-2-oxo-N-(2,4,6-trifluorobenzyl)-1,2,3,4-tetrahydroquinazoline-7-carboxamide hydrochloride Cl.NCCOC1=CC(=C(CN2C(N([C@H](C3=CC=C(C=C23)C(=O)NCC2=C(C=C(C=C2F)F)F)C)C)=O)C(=C1)F)F